BrC1=C(N=C2N(C1=O)N=C(S2)OC)C(F)(F)F 6-bromo-2-methoxy-7-(trifluoromethyl)-[1,3,4]thiadiazolo[3,2-a]pyrimidin-5-one